4-(((1-((6-(4,4-Difluoropiperidin-1-yl)pyridin-3-yl)sulfonyl)piperidin-4-yl)(methyl)amino)methyl)-3-fluorobenzonitrile FC1(CCN(CC1)C1=CC=C(C=N1)S(=O)(=O)N1CCC(CC1)N(C)CC1=C(C=C(C#N)C=C1)F)F